CS(=O)(=N)C1=CC=C(C(=O)NC2=C(C=CC(=C2)C=2SC=CC2)NC(OC(C)(C)C)=O)C=C1 tert-butyl N-[2-[[4-(methylsulfonimidoyl)benzoyl]amino]-4-(2-thienyl)phenyl]carbamate